CC1(OC2=C(C(=NC1)C=1C=NC3=CC=CC=C3C1)C=CC=C2)C dimethyl-5-(quinolin-3-yl)-2,3-dihydro-1,4-benzoxazepine